SCCCCCC[Si](OCC)(OCC)OCC 6-mercapto-1-hexyltriethoxysilane